3-benzyl-1-(2-((tert-butyldimethylsilyl)oxy)ethyl)pyrrolidine C(C1=CC=CC=C1)C1CN(CC1)CCO[Si](C)(C)C(C)(C)C